1-(piperidin-4-yloxy)cyclopropanecarboxylic acid, trifluoroacetate salt FC(C(=O)O)(F)F.N1CCC(CC1)OC1(CC1)C(=O)O